1-(3,4-xylyl)-3-methyl-1H-pyrazol C1(=CC(=C(C=C1)C)C)N1N=C(C=C1)C